1-azido-N-(4,5-dihydroxy-2-nitrophenethyl)-3,6,9,12-tetraoxapentadecan-15-amide N(=[N+]=[N-])CCOCCOCCOCCOCCC(=O)NCCC1=C(C=C(C(=C1)O)O)[N+](=O)[O-]